C(C)(=O)C1=CN(C2=CC(=C(C=C12)C=1C=NC(=NC1)C)O)CC(=O)N1[C@@H](C[C@H](C1)F)C(=O)NC=1C(=C(C=CC1)C1=C(C=CC=C1)Cl)F (2S,4R)-1-(2-(3-acetyl-6-hydroxy-5-(2-methylpyrimidin-5-yl)-1H-indol-1-yl)acetyl)-N-(2'-chloro-2-fluorobiphenyl-3-yl)-4-fluoropyrrolidine-2-carboxamide